NC1=NC=C(C2=C1C=NN2)NC(=O)C(=O)N(CC2=NC=CC=N2)CC2=NC=C(C=C2)C(N)=O N-(4-amino-1H-pyrazolo[4,3-c]pyridin-7-yl)-N'-[(5-carbamoyl-2-pyridyl)methyl]-N'-(pyrimidin-2-ylmethyl)oxamide